Ketopantolactone CC1(COC(=O)C1=O)C